N-(1-(4-((6-amino-3-azabicyclo[3.1.0]hex-3-yl)methyl)cyclohex-1-en-1-yl)-2-oxo-1,2-dihydropyrimidin-4-yl)piperazine-1-carboxamide NC1C2CN(CC12)CC1CC=C(CC1)N1C(N=C(C=C1)NC(=O)N1CCNCC1)=O